4,6-dioxepinic acid C=1(C=COCOC1)C(=O)O